2-(4-(aminomethyl)-2-chlorophenyl)-N-(3-(piperidin-1-yl)propyl)benzo[d]imidazo[2,1-b]thiazole NCC1=CC(=C(C=C1)C=1N(C2SC3=C(N2C1)C=CC=C3)CCCN3CCCCC3)Cl